platinum palladium ruthenium tungsten [W].[Ru].[Pd].[Pt]